(S)-N-(4-cyclobutyl-3-(3,3-difluorocyclobutyl)-1-methyl-1H-pyrazol-5-yl)-2,2-difluorocyclopropane-1-carboxamide C1(CCC1)C=1C(=NN(C1NC(=O)[C@H]1C(C1)(F)F)C)C1CC(C1)(F)F